2-(1-(4-Amino-3-(3-chloro-4-isopropoxyphenyl)-1H-pyrazolo[3,4-d]pyrimidin-1-yl)ethyl)-3-(3-Fluorophenyl)-4H-chromen-4-one NC1=C2C(=NC=N1)N(N=C2C2=CC(=C(C=C2)OC(C)C)Cl)C(C)C=2OC1=CC=CC=C1C(C2C2=CC(=CC=C2)F)=O